N-(2-ethoxyphenyl)-N'-(4-isododecylphenyl)ethanediamide C(C)OC1=C(C=CC=C1)NC(C(=O)NC1=CC=C(C=C1)CCCCCCCCCC(C)C)=O